C1(CC1)C=1C(=CC(N2[C@@H](CSC12)C(=O)O)=O)CC1=CC(=CC=C1)C(F)(F)F.BrC1=CC(=C(C(=O)NC2=C(C=CC=C2F)Cl)C=C1)OC(C(F)F)C 4-bromo-N-(2-chloro-6-fluorophenyl)-2-{[1,1-difluoropropan-2-yl]oxy}benzamide (3R)-7-cyclopropyl-4-oxo-6-{[m-(trifluoromethyl)phenyl]Methyl}-1-thia-3a-aza-3-indaneformate